2,6-di-tert-butylthio-4-methoxyphenol C(C)(C)(C)SC1=C(C(=CC(=C1)OC)SC(C)(C)C)O